ClC1=C(C=CC=C1)C=1C(=NN2C1C=CC(=C2)C)C(=O)N2[C@H](CC1(CN(C1)C(C=C)=O)CC2)C (S)-1-(7-(3-(2-chlorophenyl)-6-methylpyrazolo[1,5-a]pyridine-2-carbonyl)-6-methyl-2,7-diazaspiro[3.5]nonan-2-yl)prop-2-en-1-one